N,5-bis(4-chlorophenyl)-3,5-dihydro-3-(isopropylimino)phenazin-2-amine ClC1=CC=C(C=C1)NC1=CC2=NC3=CC=CC=C3N(C2=CC1=NC(C)C)C1=CC=C(C=C1)Cl